CC1=C(C=NO)C(=CC(=C1OCC1OC1C1=CC=CC=C1)C)C 2,4,6-trimethyl-3-((3-phenyloxiran-2-yl)methoxy)benzaldehyde oxime